(1S,4s)-4-((4-methoxy-5-(1-((R)-1,1,1-trifluoropropan-2-yl)-1H-benzo[d][1,2,3]triazol-6-yl)pyrrolo[2,1-f][1,2,4]triazin-2-yl)amino)-1-methylcyclohexan-1-ol COC1=NC(=NN2C1=C(C=C2)C=2C=CC1=C(N(N=N1)[C@@H](C(F)(F)F)C)C2)NC2CCC(CC2)(O)C